N1=CC(=CC=C1)OC=1C=C(C=C(C(=O)O)C1)C(=O)O 5-(pyridine-3-oxy)isophthalic acid